1-[5-(2-fluorophenyl)-1-(pyridin-3-ylsulfonyl)-1H-pyrrol-3-yl]methylamine FC1=C(C=CC=C1)C1=CC(=CN1S(=O)(=O)C=1C=NC=CC1)CN